(S)-4-Ethyl-2-methyl-9-neopentyl-1-oxa-4,9-diazaspiro[5.5]undecan-3-on C(C)N1C([C@@H](OC2(C1)CCN(CC2)CC(C)(C)C)C)=O